5-Amino-N-(3-cyano-4-methyl-1H-indol-7-yl)-1-(2-hydroxy-1,1-dimethylethyl)pyrazol-4-sulfonamid NC1=C(C=NN1C(CO)(C)C)S(=O)(=O)NC=1C=CC(=C2C(=CNC12)C#N)C